(R)-3-(2-(6-((5-acrylamido-2-methoxy-4-(4-methylpiperazin-1-yl)phenyl)amino)pyrimidine-4-yl)isoxazolidin-3-yl)-N-isopropylbenzamide C(C=C)(=O)NC=1C(=CC(=C(C1)NC1=CC(=NC=N1)N1OCC[C@@H]1C=1C=C(C(=O)NC(C)C)C=CC1)OC)N1CCN(CC1)C